5-fluoro-2-Methylbenzofuran-7-ol FC=1C=C(C2=C(C=C(O2)C)C1)O